C1=C(C=CC2=CC(=CC=C12)C(=O)OCCCCC)C(=O)OCCCCC di-n-pentyl 2,6-naphthalenedicarboxylate